tris(2-carbonylethyl)phosphonium C(=O)=CC[PH+](CC=C=O)CC=C=O